4-chloro-2-((1s,4R)-4-(pyrrolidin-1-ylsulfonyl)cyclohexyl)-5-((((S)-tetrahydro-2H-pyran-3-yl)methyl)amino)pyridazin-3(2H)-one ClC=1C(N(N=CC1NC[C@H]1COCCC1)C1CCC(CC1)S(=O)(=O)N1CCCC1)=O